tert-butyl (S)-(tetrahydrothiophen-3-yl)carbamate S1C[C@H](CC1)NC(OC(C)(C)C)=O